CC1=CC(=NN1C1=CC=CC=C1)C1CCNCC1 4-(5-methyl-1-phenyl-pyrazol-3-yl)piperidine